C(=O)O.N1(CCC1)[C@H]1C[C@@H](C2=CC=CC=C12)NC1=CC(=C(C=C1Cl)S(=O)(=O)NC=1N=CSC1)F 4-(((1S,3S)-3-(azetidin-1-yl)-2,3-dihydro-1H-inden-1-yl)amino)-5-chloro-2-fluoro-N-(thiazol-4-yl)benzenesulfonamide formate